tert-Butyl (4-(6-bromo-3-cyanopyrazolo[1,5-a]pyridin-4-yl)-2-((7-bromoheptyl)oxy)phenyl)carbamate BrC=1C=C(C=2N(C1)N=CC2C#N)C2=CC(=C(C=C2)NC(OC(C)(C)C)=O)OCCCCCCCBr